N-ethyl-p-menthane-3-carboxamide C(C)NC(=O)C1CC(CCC1C(C)C)C